CC1=NC=CC=C1C=1N=C(SC1)C1=NC(=CC=C1C(=O)N)N1CCOCC1 [4-(2-methyl-3-pyridyl)thiazol-2-yl]-6-morpholino-pyridine-3-carboxamide